N,N'-(((Oxybis(ethane-2,1-diyl))bis(oxy))bis(ethane-2,1-diyl))bis(3-(2-(2,6-dioxopiperidin-3-yl)-1-oxoisoindolin-4-yl)propanamide) O(CCOCCNC(CCC1=C2CN(C(C2=CC=C1)=O)C1C(NC(CC1)=O)=O)=O)CCOCCNC(CCC1=C2CN(C(C2=CC=C1)=O)C1C(NC(CC1)=O)=O)=O